S1C=NC2=C1C=CC(=C2)NC2=CC=NC1=CC=C(C=C21)C=2C(=CC(=NC2)C(=O)N2CCOCC2)F (5-(4-(benzo[d]thiazol-5-ylamino)quinolin-6-yl)-4-fluoropyridin-2-yl)(morpholino)methanone